2-[1-[4-[[2,6-dioxo-3-piperidinyl]amino]-2-fluoro-5-methoxy-phenyl]-4-hydroxy-4-piperidinyl]acetic acid O=C1NC(CCC1NC1=CC(=C(C=C1OC)N1CCC(CC1)(O)CC(=O)O)F)=O